CC(C#C)(CCC(CC)(OOC(C)(C)C)C)OOC(C)(C)C 3,6-dimethyl-3,6-di(tert-butylperoxy)octyne